N-(4-chloro-3-(trifluoromethyl)phenyl)-2-ethoxybenzamide ClC1=C(C=C(C=C1)NC(C1=C(C=CC=C1)OCC)=O)C(F)(F)F